monooleic acid dipalmitate C(CCCCCCCCCCCCCCC)(=O)O.C(CCCCCCCCCCCCCCC)(=O)O.C(CCCCCCC\C=C/CCCCCCCC)(=O)O